6-(5,5-dimethyl-1,3,2-dioxaborinan-2-yl)-3-[(cis)-3-hydroxy-3-methylcyclobutyl]-4-(trifluoromethyl)-1-{[2-(trimethylsilyl)ethoxy]methyl}-2,3-dihydro-1H-1,3-benzodiazol-2-one CC1(COB(OC1)C=1C=C(C2=C(N(C(N2C2CC(C2)(C)O)=O)COCC[Si](C)(C)C)C1)C(F)(F)F)C